ClC1=CC(=C2C=NNC2=C1)C1(C[C@H]2C([C@H]2C1)NC(=O)NC)O 1-((1r,3r,5s,6r)-3-(6-chloro-1H-indazol-4-yl)-3-hydroxy-bicyclo[3.1.0]hexane-6-yl)-3-methylurea